O1CCCC2=CC(=CC=C12)C=O CHROMAN-6-CARBALDEHYDE